CN(C(=O)C=1OC=CC1)C N,N-dimethyl-2-furanamide